(2S,5S)-5-((S)-2-Acetylamino-3-ethyl-pentanoylamino)-4-oxo-1,2,4,5,6,7-hexahydro-azepino[3,2,1-hi]indole-2-carboxylic acid (1H-[1,2,3]triazol-4-ylmethyl)-amide N1N=NC(=C1)CNC(=O)[C@H]1N2C3=C(C=CC=C3C1)CC[C@@H](C2=O)NC([C@H](C(CC)CC)NC(C)=O)=O